Cyclohexanol Methyl-salicylate COC=1C(C(=O)OC2CCCCC2)=CC=CC1